FC(C(=O)C1=CC=C(C=C1)CC1CN2CCC1CC2)(F)F 2,2,2-trifluoro-1-(4-(quinuclidin-3-ylmethyl)phenyl)ethan-1-one